N1(CCC12CCOCC2)C2=NC1=CC=C(C=C1C=C2)C=O 2-(7-oxa-1-azaspiro[3.5]nonan-1-yl)quinoline-6-carbaldehyde